4-(4-(aminomethyl)piperazin-1-yl)-N-(2,6-dioxopiperidin-3-yl)-2-methoxybenzamide NCN1CCN(CC1)C1=CC(=C(C(=O)NC2C(NC(CC2)=O)=O)C=C1)OC